1-(4-(4-chloro-2-methoxyphenyl)-5-(isopropylthio)thiazol-2-yl)-4-(3-fluorophenyl)-3-methyl-1H-pyrazole-5-carboxylic acid ClC1=CC(=C(C=C1)C=1N=C(SC1SC(C)C)N1N=C(C(=C1C(=O)O)C1=CC(=CC=C1)F)C)OC